C(C)N(CC)C(C#CCC)(O)O diethylaminopentynediol